5-chloro-2-(2-((1r,3r)-3-fluorocyclobutyl)-2H-pyrazolo[3,4-b]pyrazin-6-yl)-3-methylphenol ClC=1C=C(C(=C(C1)O)C=1C=NC=2C(N1)=NN(C2)C2CC(C2)F)C